2-[3-[4-(3-aminoazetidine-1-carbonyl)-3-(difluoromethoxy)-5-methoxy-phenyl]imidazo[1,2-a]pyridin-7-yl]-2-methyl-propanenitrile NC1CN(C1)C(=O)C1=C(C=C(C=C1OC)C1=CN=C2N1C=CC(=C2)C(C#N)(C)C)OC(F)F